(19S)-8-[(dimethylamino)methyl]-19-ethyl-7,19-dihydroxy-17-oxa-3,13-diazapentacyclo[11.8.0.02,11.04,9.015,20]henicosa-1(21),2,4(9),5,7,10,15(20)-heptaene-14,18-dione CN(C)CC1=C(C=CC=2N=C3C4=CC=5[C@@](C(OCC5C(N4CC3=CC12)=O)=O)(O)CC)O